triethylene glycol di-xanthate OC(=S)S.OC(=S)S.C(COCCOCCO)O